CC=1SC2=C(C1C(=O)NCCN1C(OCC1)=O)C=C(C=C2)OCC2=C(N=CS2)C 2-methyl-5-[(4-methyl-1,3-thiazol-5-yl)methoxy]-N-[2-(2-oxo-1,3-oxazolidin-3-yl)ethyl]-1-benzothiophene-3-carboxamide